(E)-2-((1-acetyl-1H-indol-4-yl)methylene)hydrazine-1-carboximidamide C(C)(=O)N1C=CC2=C(C=CC=C12)C=NN/C(/N)=N/[H]